tert-butyl (2R)-2-aminopropanoate hydrochloride Cl.N[C@@H](C(=O)OC(C)(C)C)C